6-(6-chloro-3-ethylsulfonyl-2-pyridyl)-3-(2,2,3,3,3-pentafluoropropyl)imidazo[4,5-c]pyridine ClC1=CC=C(C(=N1)C1=CC2=C(C=N1)N(C=N2)CC(C(F)(F)F)(F)F)S(=O)(=O)CC